OCCN1C(CC2=CC(=CC=C12)C=1C=C(C=NC1)C1=CN(C(C=C1)=O)C(C)C)=O 1-(2-hydroxyethyl)-5-(1'-isopropyl-6'-oxo-1',6'-dihydro-[3,3'-bipyridin]-5-yl)indolin-2-one